C(=O)C1=C(OC[C@H]2N(CCOC2)C(=O)C=2C(=NC=CN2)CCC#N)C=CC=C1O (S)-3-(3-(3-((2-formyl-3-hydroxyphenoxy)methyl)morpholine-4-carbonyl)pyrazin-2-yl)propanenitrile